N1(N=NC=C1)C1=NC=CC(=N1)COC1=CC=C(C=C1)C(C)(C)C1=CC=C(OCCCNC2=C3C(N(C(C3=CC=C2)=O)C2C(NC(CC2)=O)=O)=O)C=C1 ((3-(4-(2-(4-((2-(1H-1,2,3-triazol-1-yl)pyrimidin-4-yl)methoxy)phenyl)propan-2-yl)phenoxy)propyl)amino)-2-(2,6-dioxopiperidin-3-yl)isoindolin-1,3-dione